N-allyl-2-oxo-benzimidazole-5-sulfonamide C(C=C)NS(=O)(=O)C1=CC=2C(=NC(N2)=O)C=C1